4-(3-((2-((2-cyclopropyl-4-(4-methylpiperazin-1-yl)phenyl)amino)-5-(trifluoromethyl)pyrimidin-4-yl)amino)propyl)-1,4-oxazepan-3-one C1(CC1)C1=C(C=CC(=C1)N1CCN(CC1)C)NC1=NC=C(C(=N1)NCCCN1C(COCCC1)=O)C(F)(F)F